BrC1=CC(=CC2=C1OCO2)C(C)O 1-(7-bromobenzo[d][1,3]dioxol-5-yl)ethan-1-ol